BrC1=CC=C(C=C1)CS(=O)(=O)Cl (4-bromophenyl)methanesulfonyl chloride